OC(C)(C)[C@]1(OCCC2=C1NC(C1=C2C=C(S1)C=1C=NNC1)=O)C (S)-4-(2-hydroxypropan-2-yl)-4-methyl-8-(1H-pyrazol-4-yl)-1,5-dihydro-2H-pyrano[3,4-b]Thieno[3,2-d]Pyridin-6(4H)-one